C1=CC=C(C=C1)N=NC2=CC=C(C=C2)S(=O)(=O)O The molecule is azobenzene carrying a single sulfonate substituent at the para-position. It is an arenesulfonic acid and a member of azobenzenes. It is a conjugate acid of a p-azobenzenesulfonate.